2-oxo-6-(3-(trifluoromethoxy)phenoxy)-3,4-dihydroquinoline-1(2H)-carboxylic acid tert-butyl ester C(C)(C)(C)OC(=O)N1C(CCC2=CC(=CC=C12)OC1=CC(=CC=C1)OC(F)(F)F)=O